boric acid-chloride B(Cl)(Cl)Cl